(tert-butoxycarbonylamino)carbamate C(C)(C)(C)OC(=O)NNC([O-])=O